ClC=1N=CSC1CCC(=O)O 3-(4-chlorothiazol-5-yl)propionic acid